C(C(C)C)N1N=NC=2CCC=3C=NC(=NC3C21)OC 1-Isobutyl-8-methoxy-4,5-dihydro-1H-[1,2,3]triazolo[4,5-h]quinazoline